2-((1-methylpyrrolidin-2-ylidene)amino)-1,9-dihydro-6H-purin-6-one CN1C(CCC1)=NC=1NC(C=2N=CNC2N1)=O